2-[(4-{[2-(dimethylamino)ethyl](methyl)amino}phenyl)amino]-8-methyl-6-(phenylamino)-5-[2-(triisopropylsilyl)ethynyl]pyrido[2,3-d]pyrimidin-7-one CN(CCN(C1=CC=C(C=C1)NC=1N=CC2=C(N1)N(C(C(=C2C#C[Si](C(C)C)(C(C)C)C(C)C)NC2=CC=CC=C2)=O)C)C)C